[N].N[C@@H](CCCCN)C(=O)O Lysine nitrogen